2-(2-methylacetylenyl)acetophenone CC#CCC(=O)C1=CC=CC=C1